3-amino-4H-benzo[e][1,2]oxazine-4-one NC1=NOC2=C(C1=O)C=CC=C2